4-(4-cyano-2,6-dimethylphenyl)-3-(2-methylphenyl)-5-phenyl-4H-1,2,4-triazole C(#N)C1=CC(=C(C(=C1)C)N1C(=NN=C1C1=CC=CC=C1)C1=C(C=CC=C1)C)C